C(C1=CC=C(NCC2=CN=C3N=C(N)NC(=O)C3=C2)C=C1)(=O)N[C@@H](CCCN)C(=O)O (5-deazapteroyl)-L-ornithine